N-(3-cyanophenyl)-4-((3,4-difluorophenyl)sulfonamido)benzamide C(#N)C=1C=C(C=CC1)NC(C1=CC=C(C=C1)NS(=O)(=O)C1=CC(=C(C=C1)F)F)=O